tert-Butyl 4-(4-aminophenyl)-4-fluoropiperidine-1-carboxylate NC1=CC=C(C=C1)C1(CCN(CC1)C(=O)OC(C)(C)C)F